BrC=1C=C2C(\C(\C(OC2=CC1)=O)=C/1\C(=C2N(CCCN2)C1(C1=CC=CC=C1)O)C(C1=CC=C(C=C1)C)=O)=O (E)-6-bromo-3-(6-hydroxy-8-(4-methylbenzoyl)-6-phenyl-1,2,3,4-tetrahydropyrrolo[1,2-a]pyrimidin-7(6H)-ylidene)chroman-2,4-dione